uracil compound with water O.N1C(=O)NC(=O)C=C1